2-(2-(2-isopropylphenyl)-4-((4-(1-methyl-4-(trifluoromethyl)-1H-imidazol-2-yl)benzyl)amino)-5-oxo-7,8-dihydropyrido[4,3-d]pyrimidin-6(5H)-yl)acetonitrile C(C)(C)C1=C(C=CC=C1)C=1N=C(C2=C(N1)CCN(C2=O)CC#N)NCC2=CC=C(C=C2)C=2N(C=C(N2)C(F)(F)F)C